4-(6-((2-fluoro-4-(tetrahydrofuran-2-yl)benzyl)oxy)pyridin-2-yl)piperidin FC1=C(COC2=CC=CC(=N2)C2CCNCC2)C=CC(=C1)C1OCCC1